2-bromo-5-(3-(methylthio)-1-(oxetan-3-yl)propyl)pyridine BrC1=NC=C(C=C1)C(CCSC)C1COC1